C1(CC1)N1CCC(CC1)N1N=C(C(=C1C)NC=1N=C(C2=C(N1)SC=C2C)NC=2C=C(C=CC2)C(C)(C)O)C 2-(3-((2-((1-(1-cyclopropylpiperidin-4-yl)-3,5-dimethyl-1H-pyrazol-4-yl)amino)-5-methylthieno[2,3-d]pyrimidin-4-yl)amino)phenyl)propan-2-ol